(hydroxymethyl)piperazin OCN1CCNCC1